C(C=C)(=O)N1CC2(C1)NCCN(C2)CCN2C1=C(N(C([C@H](CC2)NC2=C(C#N)C(=CC(=N2)C)C(F)(F)F)=O)C)C=CC=C1C (S)-2-((6-(2-(2-Acryloyl-2,5,8-triazaspiro[3.5]nonan-8-yl)ethyl)-1,7-dimethyl-2-oxo-1,2,3,4,5,6-hexahydrobenzo[b][1,4]diazocin-3-yl)amino)-6-methyl-4-(trifluoromethyl)nicotinonitrile